6-amino-7-(3-hydroxy-2,6-dimethylphenyl)-3-isopropylimidazo[4,5-b]pyridine-5-carboxamide NC=1C(=C2C(=NC1C(=O)N)N(C=N2)C(C)C)C2=C(C(=CC=C2C)O)C